(tert-butyl) 2-methyl-4-methylenepyrrolidine-1,2-dicarboxylate CC1(N(CC(C1)=C)C(=O)OC(C)(C)C)C(=O)[O-]